COC=1C=C2[C@@H]([C@@]3([C@@H](N(C2=CC1)S(=O)(=O)C1=CC=C(C)C=C1)C1=CC=CC=C1)C(=NN(C3=O)C3=CC=CC=C3)C)C=C (2'S,4R,4'S)-6'-methoxy-3-methyl-1,2'-diphenyl-1'-tosyl-4'-vinyl-1',4'-dihydro-2'H-spiro[pyrazole-4,3'-quinolin]-5(1H)-one